BrC=1C=C(C=CC1)C1(COC1)CC(=O)NNC(NC)=S 2-{[3-(3-bromophenyl)oxetan-3-yl]acetyl}-N-methylhydrazine-1-carbothioamide